N-(6-chloro-2-fluoro-5-methoxy-3-pyridyl)-1,1-diphenyl-methanimine ClC1=C(C=C(C(=N1)F)N=C(C1=CC=CC=C1)C1=CC=CC=C1)OC